COCC1NCC2=CC=CC=C12 1-(methoxymethyl)isoindolin